CC(C)(C)N1N=CC(=C1)C(=O)O 1-(2-methylpropan-2-yl)pyrazole-4-carboxylic acid